(3E)-3-((3-(2-(pyridin-4-yl)vinyl)-1H-indazol-6-yl)methylene)indoline-2-one trifluoroacetate FC(C(=O)O)(F)F.N1=CC=C(C=C1)C=CC1=NNC2=CC(=CC=C12)\C=C/1\C(NC2=CC=CC=C12)=O